nickel-cadmium-zinc [Zn].[Cd].[Ni]